C1(CC1)C(C(C)(C)O)N1C(C2=C(C=CC=C2C1)C1=C(C=C(C(=C1)C)C=1OC(=NN1)C)F)=O 2-(1-cyclopropyl-2-hydroxy-2-methylpropyl)-7-(2-fluoro-5-methyl-4-(5-methyl-1,3,4-oxadiazol-2-yl)phenyl)isoindolin-1-one